FC1=CC=C(C=C1)C(O)=[Se] 4-fluorobenzeneselenic acid